C12(CC3CC(CC(C1)C3)C2)COCC2=CC=C(O2)CSC2=C3CN(C(C3=CC=C2)=O)C2C(NC(CC2)=O)=O 3-(4-(((5-((adamantan-1-ylmethoxy)methyl)furan-2-yl)methyl)thio)-1-oxoisoindolin-2-yl)piperidine-2,6-dione